COCCNCCOC1=C(C2=C(C(=N1)C)CC(C2)CNCCC2CN(C(O2)=O)C=2C=CC=1OCC(NC1N2)=O)C 6-[5-[2-[[3-[2-(2-methoxyethylamino)ethoxy]-1,4-dimethyl-6,7-dihydro-5H-cyclopenta[c]pyridin-6-yl]methylamino]ethyl]-2-oxo-1,3-oxazolidin-3-yl]-4H-pyrido[3,2-b][1,4]oxazin-3-one